FCC1CN(C1)CCO 2-[3-(fluoromethyl)azetidin-1-yl]ethanol